bis-(2,4,6-trimethylbenzoyl)phenyl-phosphine oxide CC1=C(C(=O)P(C2=CC=CC=C2)(C(C2=C(C=C(C=C2C)C)C)=O)=O)C(=CC(=C1)C)C